6-(2,4-dimethoxypyrimidin-5-yl)pyridazine COC1=NC=C(C(=N1)OC)C1=CC=CN=N1